4-methyl-N-(5-((2-methyl-5-((4-(trifluoromethyl)pyridin-2-yl)carbamoyl)phenyl)ethynyl)thiazol-2-yl)piperazine-1-carboxamide CN1CCN(CC1)C(=O)NC=1SC(=CN1)C#CC1=C(C=CC(=C1)C(NC1=NC=CC(=C1)C(F)(F)F)=O)C